benzyl (3S)-4-[2-[4-[1-[2-(2,6-dioxo-3-piperidyl)-1,3-dioxo-isoindolin-5-yl]piperidine-4-carbonyl]piperazin-1-yl]ethyl]-3-methyl-piperazine-1-carboxylate O=C1NC(CCC1N1C(C2=CC=C(C=C2C1=O)N1CCC(CC1)C(=O)N1CCN(CC1)CCN1[C@H](CN(CC1)C(=O)OCC1=CC=CC=C1)C)=O)=O